[N+](=O)([O-])C1=CC=C(C=C1)N1CCCCC1 1-(4-nitrophenyl)piperidine